ClC1=CC(=C(C=C1Cl)C(C1CCC(CC1)C(=O)OC(C)(C)C)O)OC tert-butyl 4-((4,5-dichloro-2-methoxyphenyl)(hydroxy)methyl)cyclohexane-1-carboxylate